8-chloro-5-methoxy-1-[cis-4-methoxy-4-(trifluoromethyl)cyclohexyl]-5,6-dihydro-4H-[1,2,4]triazolo[4,3-a][1]benzazepine ClC=1C=CC2=C(CC(CC=3N2C(=NN3)C3CCC(CC3)(C(F)(F)F)OC)OC)C1